methyl (3R)-1-(5-(4-cyclopropyl-3-fluorophenyl)-2,3-dihydro-1H-inden-1-yl)pyrrolidine-3-carboxylate C1(CC1)C1=C(C=C(C=C1)C=1C=C2CCC(C2=CC1)N1C[C@@H](CC1)C(=O)OC)F